C(C1=CC=CC=C1)OC=1C=C2C=C(N(C2=CC1)C1=CC(=C(C=C1)F)F)C1CCOCC1 5-benzyloxy-1-(3,4-difluorophenyl)-2-tetrahydropyran-4-yl-indole